4-(6-amino-3-methyl-2-oxo-benzoimidazol-1-yl)-2-methyl-butanoic acid methyl ester COC(C(CCN1C(N(C2=C1C=C(C=C2)N)C)=O)C)=O